C[C@@H]1CN(C[C@@H](N1)C)C1=NC=C(C=N1)C(=O)NC 2-[(3R,5S)-3,5-dimethylpiperazin-1-yl]-N-methylpyrimidine-5-carboxamide